(2R)-3-(((2,3-bis((3-(isopropylamino)propanoyl)oxy)propoxy)(hydroxy)-phosphoryl)oxy)propane-1,2-diyl ditetradecanoate dihydrochloride Cl.Cl.C(CCCCCCCCCCCCC)(=O)OC[C@H](COP(=O)(O)OCC(COC(CCNC(C)C)=O)OC(CCNC(C)C)=O)OC(CCCCCCCCCCCCC)=O